CN(C1C(N(CCC1)C=1C=NC(=CC1)NC1=NC=CC(=N1)C1=CC2=C(C(=N1)F)N=C(N2C(C)C)C)=O)C 3-(dimethylamino)-1-[6-[[4-(4-fluoro-1-isopropyl-2-methyl-imidazo[4,5-c]pyridin-6-yl)pyrimidin-2-yl]amino]-3-pyridyl]piperidin-2-one